N-(4-(2-(4-chlorophenyl)but-3-yn-2-yl)thiazol-2-yl)-2,6-difluoro-4-(piperazin-1-yl)benzamide ClC1=CC=C(C=C1)C(C)(C#C)C=1N=C(SC1)NC(C1=C(C=C(C=C1F)N1CCNCC1)F)=O